FC1=C(C=CC(=C1)OC)NC1=NC=NC2=CC=C3C(=C12)SC=N3 9-((2-fluoro-4-methoxyphenyl)amino)thiazolo[5,4-f]quinazoline